3-(2,5-difluorophenyl)-5-((2-(3-fluorophenyl)-5H-imidazo[4,5-c]pyridin-5-yl)methyl)isoxazole methyl-(2S)-2-(tert-butoxycarbonylamino)-5,5,5-trifluoro-pentanoate COC([C@H](CCC(F)(F)F)NC(=O)OC(C)(C)C)=O.FC1=C(C=C(C=C1)F)C1=NOC(=C1)CN1C=C2C(C=C1)=NC(=N2)C2=CC(=CC=C2)F